C1(CC1)CN1C(=NC2=C1C=C1C(=C2)OCCO1)CCNCCC=1OC2=C(C(=NC=C2)NCC2=NC=CC=C2F)N1 2-(2-((2-(1-(cyclopropylmethyl)-6,7-dihydro-1H-[1,4]dioxino[2',3':4,5]-benzo[1,2-d]imidazol-2-yl)ethyl)amino)ethyl)-N-((3-fluoropyridin-2-yl)methyl)oxazolo[4,5-c]-pyridin-4-amine